(3-cyclopropoxy-4-((3-(7-(((3S,4R)-3-fluoro-1-methylpiperidin-4-yl)amino)-3-(2,2,2-trifluoroethyl)benzo[b]thiophen-2-yl)prop-2-yn-1-yl)amino)phenyl)dimethylphosphine oxide C1(CC1)OC=1C=C(C=CC1NCC#CC1=C(C2=C(S1)C(=CC=C2)N[C@H]2[C@H](CN(CC2)C)F)CC(F)(F)F)P(C)(C)=O